COC1=C(C(=O)C2=CC=C(C=C2)I)C=CC(=C1)OC 2,4-dimethoxy-4'-iodobenzophenone